CN1CCN(CC1)C1=CC=C(C=N1)NC=1N=CC2=C(N1)NC=C2C2OC1=C(C(NC2)=O)C=CC=C1 (2-((6-(4-methylpiperazin-1-yl)pyridin-3-yl)amino)-7H-pyrrolo[2,3-d]pyrimidin-5-yl)-3,4-dihydrobenzo[f][1,4]oxazepin-5(2H)-one